ClC1=CN=C(S1)C(=O)[O-].[Li+] lithium 5-chlorothiazole-2-carboxylate